(E)-3-cyclohexylacrolein C1(CCCCC1)/C=C/C=O